N-(2-Isopropyl-4-oxo-4H-quinazolin-3-yl)-2,3-diphenyl-propionamide C(C)(C)C1=NC2=CC=CC=C2C(N1NC(C(CC1=CC=CC=C1)C1=CC=CC=C1)=O)=O